C(C)(C)(C)OC(NS(=O)(=O)N1C[C@@H](CC1)SC1=NON=C1C1=NOC(N1C1=CC(=C(C=C1)F)Br)=O)=O (R)-(3-((4-(4-(3-bromo-4-fluorophenyl)-5-oxo-4,5-dihydro-1,2,4-oxadiazol-3-yl)-1,2,5-oxadiazol-3-yl)thio)pyrrolidin-1-yl)sulfonylcarbamic acid tert-butyl ester